benzyl 4-(4-methyl-1-((2-(trimethylsilyl)ethoxy)methyl)-1H-imidazol-5-yl)-3,6-dihydropyridine-1(2H)-carboxylate CC=1N=CN(C1C=1CCN(CC1)C(=O)OCC1=CC=CC=C1)COCC[Si](C)(C)C